N1N=CC2=CC=CC(=C12)CN1CC(C2(CC1)COC1=C3CN(C(C3=CC=C12)=O)C1C(NC(CC1)=O)=O)O 3-(1'-((1H-indazol-7-yl)methyl)-3'-hydroxy-6-oxo-6,8-dihydro-2H,7H-spiro[furo[2,3-e]isoindole-3,4'-piperidin]-7-yl)piperidine-2,6-dione